2,3,6-tri(glycidoxymethyl)styrene C(C1CO1)OCC1=C(C=C)C(=CC=C1COCC1CO1)COCC1CO1